ClC=1C=C2C=CN(C(C2=CN1)=O)C([2H])([2H])[2H] 6-chloro-2-(2H3)methyl-2,7-naphthyridin-1-one